3-[(1,3-benzothiazol-2-yl)carbamoyl]bicyclo[2.2.1]hept-5-ene-2-carboxylic acid S1C(=NC2=C1C=CC=C2)NC(=O)C2C(C1C=CC2C1)C(=O)O